2-cyclohexyl-6-methoxy-N-[1-(1-methylethyl)-4-piperidinyl]-7-[3-(1-pyrrolidinyl)propoxy]-4-aminoquinazoline C1(CCCCC1)C1N(C2=CC(=C(C=C2C(=N1)N)OC)OCCCN1CCCC1)C1CCN(CC1)C(C)C